CN(C)NC(=O)CC dimethylamino-ethylcarboxamide